2-diazo-3',6'-bis(3-(morpholine-4-carbonyl)azetidin-1-yl)-3-oxo-2,3-dihydrospiro[indene-1,9'-xanthene]-6-carboxamide [N+](=[N-])=C1C(C2=CC=C(C=C2C12C1=CC=C(C=C1OC=1C=C(C=CC21)N2CC(C2)C(=O)N2CCOCC2)N2CC(C2)C(=O)N2CCOCC2)C(=O)N)=O